C=C1CCN2C1=NC=1C=CC=CC1C2=O 3-methylene-2,3-dihydropyrrolo[2,1-b]quinazoline-9(1H)-one